OC=1C=C(C2OC3=CC(=CC(=C3C(C2)=O)OC)O)C=CC1O 3',4',7-trihydroxy-5-methoxyflavanone